P.CBr methyl bromide phosphine salt